BrC=1C(NC(=NC1C(F)(F)F)C)=O 5-bromo-2-methyl-6-(trifluoromethyl)pyrimidin-4(3H)-one